2-[[6-[5-bromo-3-[1-[(1,1-dioxothian-4-yl)methyl]pyrazol-4-yl]quinoxalin-6-yl]oxy-2-methyl-benzimidazol-1-yl]methoxy]ethyl-trimethyl-silane BrC1=C2N=C(C=NC2=CC=C1OC=1C=CC2=C(N(C(=N2)C)COCC[Si](C)(C)C)C1)C=1C=NN(C1)CC1CCS(CC1)(=O)=O